[In].[Cu].[Ag] silver-copper-indium